C(C)NC(=O)C1=C(N(C2=CC=C(C=C12)OC[C@@H](CNC1=CC=CC=C1)O)C1=C(C=CC=C1)C)C (R)-N-ethyl-5-[2-hydroxy-3-(anilino)-propoxy]-2-methyl-1-(methylphenyl)indole-3-carboxamide